4-amino-7-fluoro-methyl-imidazo[1,5-a]quinoxaline-8-carboxylic acid NC=1C=2N(C3=CC(=C(C=C3N1)F)C(=O)O)C(=NC2)C